2'-[(1-methylethylidene)bis[[6-(2-oxiranylmethoxy)-3,1-phenylene]methylene]]bis-oxirane CC(C)(C=1C=C(C(=CC1)OCC1OC1)CC1OC1)C=1C=C(C(=CC1)OCC1OC1)CC1OC1